C(C)[Si]1(CCCC1)CC=C 1-ethyl-1-allyl-1-silacyclopentane